ClC1=CC(=C(C=C1)N1N=C(N=C1C1=C(C=C(C=C1)F)F)OCC(=O)OC)F methyl {[1-(4-chloro-2-fluorophenyl)-5-(2,4-difluorophenyl)-1H-1,2,4-triazol-3-yl]oxy}acetate